C(C)N1NC(C2=CC=C(C=C12)NC1=NC=C(C(=N1)N[C@H](CO)C1=CC=CC=C1)C=1OC=NN1)=O (S)-1-ethyl-6-((4-((2-hydroxy-1-phenylethyl)amino)-5-(1,3,4-oxadiazol-2-yl)pyrimidin-2-yl)amino)-1,2-dihydro-3H-indazol-3-one